OC=1C=C(C=CC1)C1=CC=CC=C1 3-HYDROXYBIPHENYL